Hexyl-hexanol C(CCCCC)C(CCCCC)O